(S)-2-((4-(3-((4-cyano-2-fluorobenzyl)thio)-1H-pyrazol-1-yl)piperidin-1-yl)methyl)-1-(oxetan-2-ylmethyl)-1H-benzo[d]imidazole-6-carboxylic acid C(#N)C1=CC(=C(CSC2=NN(C=C2)C2CCN(CC2)CC2=NC3=C(N2C[C@H]2OCC2)C=C(C=C3)C(=O)O)C=C1)F